C12NC(CC2C1)C#N 2-azabicyclo[3.1.0]hexane-3-nitrile